lauroyl-sodium sarcosinate N(C)CC(=O)O.C(CCCCCCCCCCC)(=O)[Na]